BrC1=CC(=C(C=C1)NC1=C(C2=C(N(C=N2)C)C=C1C(=O)OC)F)Cl methyl 5-((4-bromo-2-chlorophenyl)amino)-4-fluoro-1-methyl-1H-benzo[d]imidazole-6-carboxylate